4-(4-hydroxy-3-nitrobenzylidene)-1,2-dimethyl-imidazol-5-one OC1=C(C=C(C=C2N=C(N(C2=O)C)C)C=C1)[N+](=O)[O-]